FC=1C(=NC(=C(C1)C1=CN=C2N1C=C(C(=C2)OC)S(=O)(=O)C2(CCN(CC2)CCOC)C)F)N 3,6-difluoro-5-(7-methoxy-6-((1-(2-methoxyethyl)-4-methylpiperidin-4-yl)sulfonyl)imidazo[1,2-a]pyridin-3-yl)pyridin-2-amine